ClC1=CC=C(C(=N1)C#N)N[C@H](C)C=1C=C(C=C2C(C(=C(OC12)C=1C(=NC=CC1F)F)C)=O)C 6-Chloro-3-[[(1R)-1-[2-(2,4-difluoro-3-pyridyl)-3,6-dimethyl-4-oxo-chromen-8-yl]ethyl]amino]pyridine-2-carbonitrile